7-methylpyrrolo[2,1-f][1,2,4]triazin-4-amine CC1=CC=C2C(=NC=NN21)N